[N+](=O)([O-])C1=CC=C(C(=O)OC=2C(=NN(C2[N+](=O)[O-])C)C)C=C1 dimethyl-5-nitro-1H-pyrazol-4-yl 4-nitrobenzoate